C12C(CC(C=C1)C2)COC(C(=C)C)=O 5-norbornen-2-ylmethylmethacrylate